C(C1=CC=CC=C1)OC1=C(C(=CC(=C1)C(F)F)O)C(=O)N1CCCC2=CC(=CC=C12)NC1COCC1 (2-(Benzyloxy)-4-(difluoromethyl)-6-hydroxyphenyl)(6-((tetrahydrofuran-3-yl)amino)-3,4-dihydroquinolin-1(2H)-yl)methanone